1-methyl-1-[5-(trimethylammonio)pentyl]Pyrrolidinium hydroxide [OH-].C[N+]1(CCCC1)CCCCC[N+](C)(C)C.[OH-]